O=C1NC(CCC1N1C(C2=CC=C(C=C2C1)OC1C(CCCC1)NCC1(CCC1)C#N)=O)=O 1-(((2-((2-(2,6-dioxopiperidin-3-yl)-1-oxoisoindolin-5-yl)oxy)cyclohexyl)amino)methyl)cyclobutane-1-carbonitrile